COC/C=C/B1OC(C(O1)(C)C)(C)C (E)-2-(3-methoxyprop-1-en-1-yl)-4,4,5,5-tetramethyl-1,3,2-dioxaborolane